4-(piperazin-1-yl)-2-(trifluoromethyl)-1H-benzimidazole N1(CCNCC1)C1=CC=CC=2NC(=NC21)C(F)(F)F